ClC=1C=C(C=CC1)S(=O)(=O)NC1CC(C1)CO 3-chloro-N-((1s,3s)-3-(hydroxymethyl)cyclobutyl)benzenesulfonamide